C(#N)C1=CC(=C(O[C@@H]2[C@@](CN(C2)S(=O)(=O)C2=C(C#N)C=C(C=C2)C(F)(F)F)(CO)O)C=C1)OC(C)C 2-(((3r,4s)-4-(4-cyano-2-isopropoxyphenoxy)-3-hydroxy-3-(hydroxymethyl)pyrrolidin-1-yl)sulfonyl)-5-(trifluoromethyl)benzonitrile